C(N)(=O)C=1C(=NNC1NC1=NC=CN=C1)C1=CC=C(C=C1)NC(=O)N1CC(CCC1)C1=CC=CC=C1 N-(4-(4-carbamoyl-5-(pyrazin-2-ylamino)-1H-pyrazol-3-yl)phenyl)-3-phenylpiperidine-1-carboxamide